CN(CCC1=CNC2=CC=C(C=C12)SC(F)(F)F)C N,N-dimethyl-2-(5-((trifluoromethyl)thio)-1H-indol-3-yl)ethan-1-amine